3,8-dihydroxy-6H-dibenzo[B,D]pyran OC=1C=CC2=C(OCC3=C2C=CC(=C3)O)C1